Racemic-1-(4-bromo-2-methoxyphenyl)-N-(isoxazol-3-yl)-2-oxo-1,2-dihydroquinoline-6-sulfonamide BrC1=CC(=C(C=C1)N1C(C=CC2=CC(=CC=C12)S(=O)(=O)NC1=NOC=C1)=O)OC